N[C@@H]1C2=CC=CC=C2CC12CCN(CC2)C2=NC(=C(C(=N2)C(=O)O)C2=C(C(=CC=C2)Cl)Cl)C (S)-2-((S)-1-amino-1,3-dihydrospiro[indene-2,4'-piperidin]-1'-yl)-5-(2,3-dichlorophenyl)-6-methylpyrimidine-4-carboxylic acid